N-(4-(1-aminocyclopropyl)thiazol-2-yl)cyclopropanesulfonyl-amine hydrochloride Cl.NC1(CC1)C=1N=C(SC1)NS(=O)(=O)C1CC1